OC(COC=1C=C(C=2N(C1)N=CC2C#N)C=2C=NC(=CC2)N2CC1N(C(C2)C1)CC#CC1=CC=CC=C1)(C)C 6-(2-hydroxy-2-methylpropyloxy)-4-(6-(6-(3-phenylprop-2-yn-1-yl)-3,6-diazabicyclo[3.1.1]heptan-3-yl)pyridin-3-yl)pyrazolo[1,5-a]pyridine-3-carbonitrile